OC(C=1C=C(C#N)C=CC1)([2H])[2H] 3-(hydroxymethyl-d2)benzonitrile